C(C)(C)OC1=CC=C(NCC2=NN=C3N2CCCCC3)C=C1 4-Isopropoxy-N-((6,7,8,9-tetrahydro-5H-[1,2,4]triazolo[4,3-a]azepin-3-yl)methyl)aniline